(piperidin-4-yl)pyrazine-2,6-diamine N1CCC(CC1)C=1C(=NC(=CN1)N)N